(3-(4,4,5,5-tetramethyl-1,3,2-Dioxaborolan-2-yl)imidazo[1,2-a]pyridin-6-yl)carbamate CC1(OB(OC1(C)C)C1=CN=C2N1C=C(C=C2)NC([O-])=O)C